8-methyl-2-(2-methylbenzyl)-N-[(2S)-tetrahydrofuran-2-ylmethyl]-4,5-dihydro-2H-furo[2,3-g]indazole-7-carboxamide CC1=C(OC=2CCC3=CN(N=C3C21)CC2=C(C=CC=C2)C)C(=O)NC[C@H]2OCCC2